C(C)NC(=O)C=1N=C(C2=CC=CC=C2C1)N1CCCC2=CC(=C(C=C12)C(F)F)C=1C=NN(C1)C 1-[7-difluoromethyl-6-(1-methyl-1H-pyrazol-4-yl)-3,4-dihydro-2H-quinolin-1-yl]-isoquinoline-3-carboxylic acid ethylamide